(S)-tert-butyl (1-(4-(2-acetamidopyridin-4-yl)-2-fluorophenoxy)-4-methylpentan-2-yl)carbamate C(C)(=O)NC1=NC=CC(=C1)C1=CC(=C(OC[C@H](CC(C)C)NC(OC(C)(C)C)=O)C=C1)F